BrC=1OC=C(N1)I bromo-4-iodooxazole